tert-butyl 4-(3-{5-[(pentan-3-yl)carbamoyl]thiophen-3-yl} pyrazolo[1,5-a]pyrimidin-6-yl)piperazine-1-carboxylate CCC(CC)NC(=O)C1=CC(=CS1)C=1C=NN2C1N=CC(=C2)N2CCN(CC2)C(=O)OC(C)(C)C